C1(=CC=CC=C1)N(C1=CC=C(C=C1)/C(/C#N)=C(\C#N)/C1=CC=C(C=C1)N(C1=CC=C(C=C1)C(=C(C1=CC=CC=C1)C1=CC=CC=C1)C1=CC=CC=C1)C1=CC=CC=C1)C1=CC=C(C=C1)C(=C(C1=CC=CC=C1)C1=CC=CC=C1)C1=CC=CC=C1 2,3-bis(4-(phenyl(4-(1,2,2-triphenylvinyl)phenyl)amino)phenyl)fumaronitrile